N-Boc-4-(6-phthalimidyl-hexyl)-piperidine C(=O)(OC(C)(C)C)N1CCC(CC1)CCCCCCN1C(C=2C(C1=O)=CC=CC2)=O